C(C(C)(C)C)(=O)OO.C1(=CC=CC=C1)C(C)C cumene peroxypivalate